C(C)(=O)OCC1=CC=C(C=C1)NC1=NC(=C(C=C1[N+](=O)[O-])Br)C1=CC=C(C=C1)F 4-((5-bromo-6-(4-fluorophenyl)-3-nitropyridin-2-yl)amino)benzyl acetate